C(C)(=O)OC(CCCCCCC)Br alpha-bromooctyl acetate